p-nitrocinnamic acid [N+](=O)([O-])C1=CC=C(C=CC(=O)O)C=C1